ClC=1C=CC(=C(C1)C1=CC(=CN=N1)NC1=CC=NC2=CC(=CC=C12)C(=O)NCCN1CCOCC1)F 4-{[6-(5-chloro-2-fluorophenyl)pyridazin-4-yl]amino}-N-[2-(morpholin-4-yl)ethyl]-quinoline-7-carboxamide